(1-(2-hydroxyethyl)-1H-pyrazol-3-ylsulfonyl)-2-((2-hydroxypyridin-3-yl)methyl)phthalazin-1(2H)-one OCCN1N=C(C=C1)S(=O)(=O)C1=NN(C(C2=CC=CC=C12)=O)CC=1C(=NC=CC1)O